NPN bis-(amino)phosphine